N,N-dimethyl propylenediamine 2-(2-(4-bromo-1H-pyrazol-1-yl)ethoxy)ethyl 4-methylbenzenesulfonate CC1=CC=C(C=C1)S(=O)(=O)OCCOCCN1N=CC(=C1)Br.CN(CC(C)N)C